ClC=1C=C(C=C(C1)Cl)SCC=1N=C2N(C=C(C=C2)C2=NOC(=N2)C(F)(F)F)C1 3-(2-(((3,5-dichlorophenyl)thio)methyl)imidazo[1,2-a]pyridin-6-yl)-5-(trifluoromethyl)-1,2,4-oxadiazole